2-[(5-methoxy-5-oxo-pentyl)-[5-methyl-6-[(Z)-[3-(2-trimethylsilyl-ethoxymethyl)-1,3-benzothiazol-2-ylidene]amino]pyridazin-3-yl]amino]thiazole-4-carboxylic acid methyl ester COC(=O)C=1N=C(SC1)N(C=1N=NC(=C(C1)C)\N=C\1/SC2=C(N1COCC[Si](C)(C)C)C=CC=C2)CCCCC(=O)OC